1,1,2-trifluoro-2-(trifluoromethoxy)ethanesulfonate FC(C(OC(F)(F)F)F)(S(=O)(=O)[O-])F